1-(4,5-Dimethoxy-2-Nitrophenyl)-1,2-Diaminoethane COC1=CC(=C(C=C1OC)C(CN)N)[N+](=O)[O-]